NC1=NC=C(C=C1C1=C(C=C(C=C1)C1=C(C(C(=C(N1C)C(=O)N)C1=CC=C(C=C1)F)=O)C(=O)N)F)C1=CC(=C(C=C1)OC)OC (4-(2-amino-5-(3,4-dimethoxyphenyl)pyridin-3-yl)-3-fluorophenyl)-3-(4-fluorophenyl)-1-methyl-4-oxo-1,4-dihydropyridine-2,5-dicarboxamide